ClC=1C=C2C(C(NC2=CC1)=O)=NN=C1SCC(N1C1=C(C=CC=C1OC)OC)=O 5-chloro-3-(2-(3-(2,6-dimethoxyphenyl)-4-oxothiazolidine-2-ylidene)hydrazono)-1H-indol-2-one